tert-Butyl 3-(5-(1-hydroxyethyl)-7-(thiazol-2-yl)-4-(trifluoromethoxy)benzo[d]oxazol-2-yl)-3,6-diazabicyclo[3.1.1]heptane-6-carboxylate OC(C)C=1C=C(C2=C(N=C(O2)N2CC3N(C(C2)C3)C(=O)OC(C)(C)C)C1OC(F)(F)F)C=1SC=CN1